(S)-6-(3-((4-Methyl-4H-1,2,4-triazol-3-yl)methyl)oxetan-3-yl)-2-(2-methyl-6-((3-methylpiperidin-1-yl)methyl)pyridin-4-yl)isoindolin-1-one CN1C(=NN=C1)CC1(COC1)C1=CC=C2CN(C(C2=C1)=O)C1=CC(=NC(=C1)CN1C[C@H](CCC1)C)C